CN1C=2C=CC=CC2C(C2=CC=CC=C12)P(OC)(OC)=O Dimethyl (10-methyl-9,10-dihydroacridin-9-yl)phosphonate